5,8-dichloropyrido[2,3-d]Pyridazine ClC1=C2C(=C(N=N1)Cl)N=CC=C2